C(C)C1OC2=CC(=CC=C2C(C1)(O)CS(=O)(=O)NC(OC(C)(C)C)=O)F tert-butyl (2-ethyl-7-fluoro-4-hydroxychroman-4-yl)methylsulfonylcarbamate